3-((4-dodecyl)benzoyl)-5,7-dimethoxycoumarin CCCC(CCCCCCCC)C1=C(C(=O)C=2C(OC3=CC(=CC(=C3C2)OC)OC)=O)C=CC=C1